CC1=CC(=NO1)C1=NN=C2N1N=C(C=C2)OCC2=CC=C(N=N2)N2CC(NCC2)=O 4-(6-(((3-(5-methyl-1,2-oxazol-3-yl)[1,2,4]triazolo[4,3-b]pyridazin-6-yl)oxy)methyl)pyridazin-3-yl)piperazin-2-one